potassium-barium-calcium-boron [B].[Ca].[Ba].[K]